CC(C=C)(CC\C=C(\CC)/C)O (E)-3,7-dimethyl-nona-1,6-dien-3-ol